2-(2-(Tetrahydrofuran-2-yl)phenyl)ethan-1-ol 1,1,1,3,3,3-hexafluoropropan-2-yl-(±)-1-((6-(trifluoromethyl)pyridin-2-yl)carbamoyl)-6-azaspiro[2.5]octane-6-carboxylate FC(C(C(F)(F)F)[C@@]1(CC12CCN(CC2)C(=O)OCCC2=C(C=CC=C2)C2OCCC2)C(NC2=NC(=CC=C2)C(F)(F)F)=O)(F)F |r|